(E)-3-(1,2-Dibromovinyl)pyridine Br\C(=C\Br)\C=1C=NC=CC1